(S)-1-(4-(7'-hydroxyspiro[cyclohexane-1,3'-isochroman]-4'-yl)phenyl)piperidine-4-carbaldehyde OC1=CC=C2[C@@H](C3(OCC2=C1)CCCCC3)C3=CC=C(C=C3)N3CCC(CC3)C=O